4,4-difluoro-1-(hydroxymethyl)cyclohexanol FC1(CCC(CC1)(O)CO)F